N-[2-[5-methyl-3-[4-morpholino-2-[4-(m-tolyl)pyrazol-1-yl]furo[3,2-d]pyrimidin-6-yl]pyrazol-1-yl]ethyl]prop-2-enamide CC1=CC(=NN1CCNC(C=C)=O)C1=CC=2N=C(N=C(C2O1)N1CCOCC1)N1N=CC(=C1)C=1C=C(C=CC1)C